ClC=1N=CN(C1C=O)CC 4-CHLORO-1-ETHYL-1H-IMIDAZOLE-5-CARBALDEHYDE